racemic-N-(racemic-(endo)-7-cyano-7-azabicyclo[2.2.1]heptan-2-yl)-4-(pyrimidin-2-ylamino)benzamide C(#N)N1C2C(CC1CC2)NC(C2=CC=C(C=C2)NC2=NC=CC=N2)=O